5-methyl-5,6,7,8-tetrahydronaphthalene-1,4-dione CC1C=2C(C=CC(C2CCC1)=O)=O